N-methyl-N-((1-methyl-1H-imidazol-2-yl)methyl)-2-oxo-4-(o-tolyl)-2H-chromene-7-carboxamide CN(C(=O)C1=CC=C2C(=CC(OC2=C1)=O)C1=C(C=CC=C1)C)CC=1N(C=CN1)C